Methyl 2-((1r,4r)-4-(hydroxymethyl)cyclohexyl)-1-methyl-6-(6-(trifluoromethyl)picolinamido)-1H-benzo[d]imidazole-5-carboxylate OCC1CCC(CC1)C1=NC2=C(N1C)C=C(C(=C2)C(=O)OC)NC(C2=NC(=CC=C2)C(F)(F)F)=O